ClC1=C(OCC(=O)N2CCCC2)C=CC(=C1)Cl 2-(2,4-dichlorophenoxy)-1-(pyrrolidin-1-yl)ethan-1-one